1-((2S,4S)-4-(4-amino-7-methyl-5-(4-(piperidine-1-carbonyl)phenyl)-7H-pyrrolo[2,3-d]pyrimidin-6-yl)-2-methylpyrrolidin-1-yl)prop-2-en-1-one NC=1C2=C(N=CN1)N(C(=C2C2=CC=C(C=C2)C(=O)N2CCCCC2)[C@H]2C[C@@H](N(C2)C(C=C)=O)C)C